(S)-N-(1-((1,1-bis(3-cyclopropylphenyl)prop-1-en-2-yl)amino)-1-oxopropan-2-yl)-3-hydroxy-4-methoxypicolinamide C1(CC1)C=1C=C(C=CC1)C(=C(C)NC([C@H](C)NC(C1=NC=CC(=C1O)OC)=O)=O)C1=CC(=CC=C1)C1CC1